5'-O-(2-amino-2-deoxy-BETA-D-glucopyranosyl)cytidine N[C@H]1[C@@H](O[C@@H]([C@H]([C@@H]1O)O)CO)OC[C@@H]1[C@H]([C@H]([C@@H](O1)N1C(=O)N=C(N)C=C1)O)O